6-(1-(3-Chloropyridin-2-yl)-3-(trifluoromethyl)-1H-pyrazol-5-carboxamido)-N-ethyl-5-methylpyrazolo[1,5-a]pyridin-7-carboxamid ClC=1C(=NC=CC1)N1N=C(C=C1C(=O)NC=1C(=CC=2N(C1C(=O)NCC)N=CC2)C)C(F)(F)F